6-(4-((4-(1H-pyrazol-4-yl)phenyl)amino)pyrimidin-2-yl)-N-(pyridin-4-yl)-1H-indole-2-carboxamide N1N=CC(=C1)C1=CC=C(C=C1)NC1=NC(=NC=C1)C1=CC=C2C=C(NC2=C1)C(=O)NC1=CC=NC=C1